F[C@H]1CC=2N(CC1)N=C(C2C2=CC(=C(C=C2)F)C)NC(CC(C)(C)C)=O (R)-N-(5-fluoro-3-(4-fluoro-3-methylphenyl)-4,5,6,7-tetrahydropyrazolo[1,5-a]pyridin-2-yl)-3,3-dimethylbutanamide